ethyl (E)-3-(4-aminonaphthalen-1-yl)acrylate NC1=CC=C(C2=CC=CC=C12)/C=C/C(=O)OCC